ClC=1C(=CC2=C(C1)N1[C@H]3C4=C(C(N[C@@H](C1=N2)C3)=O)C=CC=C4OC(F)F)F (7R,14R)-11-chloro-1-(difluoromethoxy)-10-fluoro-6,7-dihydro-7,14-methanobenzimidazolo[1,2-b][2,5]benzodiazocine-5(14H)-one